3-({5-[6,7-difluoro-2-(4-fluorophenyl)-1H-indol-3-yl]-1,3,4-oxadiazol-2-yl}amino)pyrrolidin-2-one FC1=CC=C2C(=C(NC2=C1F)C1=CC=C(C=C1)F)C1=NN=C(O1)NC1C(NCC1)=O